[Pd+2].C(C=CC)C=1C(=C(C=CC1)C1=C(C=CC=C1OC)OC)P(C1CCCCC1)C1CCCCC1 (crotyl)(2-dicyclohexylphosphino-2',6'-dimethoxy-1,1'-biphenyl) palladium (II)